FC1(CCN(CC1)C1=C(C=CC(=N1)NC(C1=C(C=C(C=C1)I)N1C[C@@H]2CC[C@H](C1)C21CC1)=O)OC)F N-(6-(4,4-difluoropiperidin-1-yl)-5-methoxypyridin-2-yl)-4-iodo-2-((1R,5S)-3-azaspiro[bicyclo[3.2.1]octane-8,1'-cyclopropane]-3-yl)benzamide